difluoromethyl-pyrazole FC(F)C1=NNC=C1